4-[5-(2,4-difluorophenyl)-1-[2-(trifluoromethyl)phenyl]pyrrol-2-yl]-N-[2-(dimethylamino)ethyl]benzamide FC1=C(C=CC(=C1)F)C1=CC=C(N1C1=C(C=CC=C1)C(F)(F)F)C1=CC=C(C(=O)NCCN(C)C)C=C1